C(C)N([C@@H](C(C)C)C(=O)O)CC diethyl-L-valine